CN(C(/C=C/S(=O)(=O)NC(NC1=C2CCCC2=CC=2CCCC12)=O)(C)C)C (E)-3-(dimethylamino)-N-((1,2,3,5,6,7-hexahydro-s-indacen-4-yl)carbamoyl)-3-methylbut-1-ene-1-sulfonamide